BrC1=C(C=NN1C)C(=O)N1CC(C1)F (5-bromo-1-methylpyrazol-4-yl)-(3-fluoroazetidin-1-yl)methanone